[I-].C(#N)C(=C1CCN(CC1)C(=O)N1C=[N+](C=C1)C)C1=CC=C(C=C1)F 1-(4-(cyano(4-fluorophenyl)methylene)piperidine-1-carbonyl)-3-methyl-1H-imidazol-3-ium iodide